2',6-bis(dimethoxymethyl)-5-fluoro-2,4'-bipyridyl phosphate P(=O)(O)(O)O.COC(C1=NC=CC(=C1)C1=NC(=C(C=C1)F)C(OC)OC)OC